OC1CC2C(NC3=C(C(N2C1)=O)C=C(C=C3)OC)=O 2-(hydroxy)-7-methoxy-1,2,3,10,11,11a-hexahydro-5H-pyrrolo[2,1-c][1,4]-benzodiazepin-5,11-dione